piperidin-4-yl 2,2,2-trifluoroacetate FC(C(=O)OC1CCNCC1)(F)F